2-chloro-3-(2,6-diphenylpyridin-4-yl)quinoxaline ClC1=NC2=CC=CC=C2N=C1C1=CC(=NC(=C1)C1=CC=CC=C1)C1=CC=CC=C1